ClC=1C(=CC(=NC1)N1C[C@H](C[C@H](C1)C)C)I 5-chloro-2-[(3S,5R)-3,5-dimethyl-1-piperidinyl]-4-iodo-pyridine